chloro-N-(3-fluoro-5-((1-(trifluoromethyl)cyclopropyl)ethynyl)phenyl)-1-methyl-N-(2,2,2-trifluoroethyl)-[1,2,4]triazolo[4,3-a]quinazolin-5-amine ClC1=C2C(=NC=3N(C2=CC=C1)C(=NN3)C)N(CC(F)(F)F)C3=CC(=CC(=C3)C#CC3(CC3)C(F)(F)F)F